C(C)(C)(C)OC(=O)N1CC2=C(C=C(C=C2CC1)C(F)F)Br.N1(CCNCC1)CC(=O)N1CCCC1 1-(2-piperazin-1-yl-acetyl)pyrrolidine tert-Butyl-8-bromo-6-(difluoromethyl)-3,4-dihydroisoquinoline-2(1H)-carboxylate